3-(2-pyridinyl)-1,2,4-triazole N1=C(C=CC=C1)C1=NNC=N1